Cl.CC1CCC(CC1)CC(=O)N 2-((1r,4S)-4-Methylcyclohexyl)acetamide hydrochloride